Benzyl (1R,4S,6R)-6-hydroxy-2-azabicyclo[2.2.1]heptane-2-carboxylate O[C@@H]1C[C@H]2CN([C@@H]1C2)C(=O)OCC2=CC=CC=C2